BrCC(=O)C1=C(C=C(C(=C1)OC)Cl)Br 2-bromo-1-(2-bromo-4-chloro-5-methoxyphenyl)ethanone